1-(3-iodo-2-methylphenyl)dihydropyrimidine-2,4(1H,3H)-dione IC=1C(=C(C=CC1)N1C(NC(CC1)=O)=O)C